CC(C(CC1=NC=CC=C1)=NN=C(CC1=NC=CC=C1)C(C)(C)C)(C)C 1,2-bis(3,3-dimethyl-1-(2-pyridyl)butane-2-ylidene)hydrazine